tert-butyl (R)-2-(2-(3,3-difluoropyrrolidin-1-yl)-5-(ethylsulfonimidoyl)phenyl)-5-(oxetan-3-yl)-1H-indole-1-carboxylate FC1(CN(CC1)C1=C(C=C(C=C1)[S@@](=O)(=N)CC)C=1N(C2=CC=C(C=C2C1)C1COC1)C(=O)OC(C)(C)C)F